C(C)(C)(C)N1N=C(C=2C1=NC=NC2N)C2=CC=C(C=C2)Cl 1-tert-butyl-3-(4-chloro-phenyl)-1h-pyrazolo[3,4-d]pyrimidin-4-ylamine